[Si](C)(C)(C(C)(C)C)OCN1C(CCC1)=O ((tert-butyldimethylsilyloxy)methyl)pyrrolidin-2-one